O=C1NC(CCC1N1C(C2=CC=C(C=C2C1=O)N1CC2(CC(C2)=O)CC1)=O)=O 2-(2,6-Dioxopiperidin-3-yl)-5-(2-oxo-6-azaspiro[3.4]octan-6-yl)isoindole-1,3-dione